trifluoromethanesulfonyl-(3-(2-bromophenyl))propylamine FC(S(=O)(=O)NCCCC1=C(C=CC=C1)Br)(F)F